2,6-bis(4'-azidobenzal)cyclohexanone N(=[N+]=[N-])C1=CC=C(C=C2C(C(CCC2)=CC2=CC=C(C=C2)N=[N+]=[N-])=O)C=C1